C(C)(C)N1CCC(CC1)N1CCC(CC1)C=1C=C(C=2N(C1)C=C(N2)C2=CC=C(C=C2)S(=O)(=O)C)C 6-(1'-isopropyl-[1,4'-bipiperidin]-4-yl)-8-methyl-2-(4-(methylsulfonyl)phenyl)imidazo[1,2-a]pyridine